Nonafluorobutyliodide FC(C(C(F)(F)I)(F)F)(C(F)(F)F)F